C(C)C(COC(CCCCCCCCCCCCCCC)=O)CCCC.C(CCCCCCCCCCC\C=C/CCCCCCCC)(=O)O erucic acid 2-ethylhexyl-palmitate